FC(C(=O)O)(F)F.FC1=C2C(NC=NC2=CC=C1C1=CC=C(C=C1)C1CCN(CC1)C)=O 5-fluoro-6-(4-(1-methylpiperidin-4-yl)phenyl)quinazolin-4(3H)-one 2,2,2-trifluoroacetate